2-(4-trifluoromethylphenyl)-5-(4-tert-butyl-2-naphthyl)pyrido[3,4-b]pyrazine FC(C1=CC=C(C=C1)C=1N=C2C(=NC1)C(=NC=C2)C2=CC1=CC=CC=C1C(=C2)C(C)(C)C)(F)F